oxetan-3-ylmethyl 4-methyl-benzenesulfonate CC1=CC=C(C=C1)S(=O)(=O)OCC1COC1